ethylamino[methyl]-6,7-dihydro-5H-cyclopenta[c]pyridine C(C)NC1=CC2=C(C(=N1)C)CCC2